C(C)(C)(C)OC(NC1=NC=C(C=C1CC)NC(C(=O)N1C(CC[C@@H](C1)C)C=1C=C2CC3(C(NC2=C(C1)Cl)=O)CC3)=O)=O tert-butyl(5-(2-((5S)-2-(8'-chloro-2'-oxo-1',4'-dihydro-2'H-spiro[cyclopropane-1,3'-quinolin]-6'-yl)-5-methylpiperidin-1-yl)-2-oxoacetamido)-3-ethylpyridin-2-yl)carbamate